NCCCCCCC azaoctane